methylenebis(4-azidobenzene) C(C1=CC=C(C=C1)N=[N+]=[N-])C1=CC=C(C=C1)N=[N+]=[N-]